C1(CC1)C1=NN=CC1C1=CC(=C(C(=C1)O)N1CC(NS1(=O)=O)=O)F 5-(4-(3-Cyclopropyl-4H-pyrazol-4-yl)-2-fluoro-6-hydroxyphenyl)-1,2,5-thiadiazolidin-3-one 1,1-dioxide